BrC1=CC=C2C(=N1)C(=C(N2)C)C2=CC(=C(C=C2)OC)OC 5-bromo-3-(3,4-dimethoxyphenyl)-2-methyl-1H-pyrrolo[3,2-b]pyridine